t-butyl (2S,4R)-2,4-dicarbamoyl-4-(2,6-dibromophenoxy)pyrrolidine-1-carboxylate C(N)(=O)[C@H]1N(C[C@@](C1)(OC1=C(C=CC=C1Br)Br)C(N)=O)C(=O)OC(C)(C)C